tert-butyl (S)-2-((benzyloxy)methyl)-6-methylene-1,4-oxazepane-4-carboxylate C(C1=CC=CC=C1)OC[C@H]1OCC(CN(C1)C(=O)OC(C)(C)C)=C